(3-(4-(6-methyl-1,2,4,5-tetrazin-3-yl)phenyl)-1-((4-(methylthio)-1-oxo-1-(phenylamino)butan-2-yl)amino)-1-oxopropan-2-yl)carbamic acid tert-butyl ester C(C)(C)(C)OC(NC(C(=O)NC(C(NC1=CC=CC=C1)=O)CCSC)CC1=CC=C(C=C1)C=1N=NC(=NN1)C)=O